(Propan-2,2-diylbis(tetrahydrofuran-5,2-diyl))dimethanamin CC(C)(C1CCC(O1)CN)C1CCC(O1)CN